COC1=CC(=C2C=NNC2=C1)C=1N=NN(C1)CC=1N=C2N(C=C(C=C2)CNCC2(CCC2)O)C1 1-[[[2-[[4-(6-methoxy-1H-indazol-4-yl)triazol-1-yl]methyl]imidazo[1,2-a]pyridin-6-yl]methylamino]methyl]cyclobutanol